C(C=C)(=O)NC1=CC=C2C(=NC(=NC2=C1)N1CCOCC1)N1C[C@@H](CC1)NC(OC(C)(C)C)=O (R)-tert-butyl (1-(7-acrylamido-2-morpholinoquinazolin-4-yl)pyrrolidin-3-yl)carbamate